FC1=CC(=CC(=C1)C)F 1,3-difluoro-5-methylbenzene